4-(4-vinylphenyl)butylphosphonic acid diethyl ester C(C)OP(OCC)(=O)CCCCC1=CC=C(C=C1)C=C